((2R,5R)-2-(methoxymethyl)-5-methyl-4-(1-(quinoxalin-6-yl)ethyl)piperazin-1-yl)-4-methyl-2-(tetrahydro-2H-pyran-2-yl)-2,4-dihydro-5H-pyrazolo[4,3-b]pyridin-5-one COC[C@@H]1N(C[C@H](N(C1)C(C)C=1C=C2N=CC=NC2=CC1)C)C=1N(N=C2C1N(C(C=C2)=O)C)C2OCCCC2